1-(3-(2-methoxyethyl)-4-oxo-3,4-dihydroquinazolin-6-yl)-3-(3-(2,2,2-trifluoroacetyl)phenyl)urea COCCN1C=NC2=CC=C(C=C2C1=O)NC(=O)NC1=CC(=CC=C1)C(C(F)(F)F)=O